N1(CC(C1)C(=O)OC(CC1=CC=CC=C1)OS(=O)(=O)C)C(=O)OC(C)(C)C 1-tert-butyl 3-(1-(methylsulfonyloxy)-2-phenylethyl) azetidine-1,3-dicarboxylate